N-(2-(2-(((3s,5s,7s)-adamantan-1-yl)oxy)ethoxy)-ethyl)-5-(4-chlorophenyl)-1-(2,4-dichlorophenyl)-4-methyl-1H-pyrazole-3-carboxamide C12(CC3CC(CC(C1)C3)C2)OCCOCCNC(=O)C2=NN(C(=C2C)C2=CC=C(C=C2)Cl)C2=C(C=C(C=C2)Cl)Cl